CN(C=1C=C(C(=NC1)OC=1C=CC=2N(C1)C(=C(N2)C(=O)NC2(CS(C2)(=O)=O)C)C)OCC(F)(F)F)C 6-((5-(Dimethylamino)-3-(2,2,2-trifluoroethoxy)pyridin-2-yl)oxy)-3-methyl-N-(3-methyl-1,1-dioxidothietan-3-yl)imidazo[1,2-a]pyridine-2-carboxamide